C(C)(C)(C)OC(=O)NCC[N+]1=C(C=CC=C1)\C=C\1/S/C(/C(N1CC)=O)=C\1/SC2=C(N1C)C=CC=C2 1-(2-((tert-butoxycarbonyl)amino)ethyl)-2-((Z)-((E)-3-ethyl-5-(3-methylbenzo[d]thiazol-2(3H)-ylidene)-4-oxothiazolidin-2-ylidene)methyl)pyridin-1-ium